2',3,5'-trihydroxy-4-propoxydihydrochalcone OC1=C(C(/C=C/C2CC(=C(C=C2)OCCC)O)=O)C=C(C=C1)O